F[C@@H]1[C@@H](C[C@@H](N(C1)C1=NC=CC(=N1)NC=1N=CC2=C(C=C(C(=C2C1)C(C)C)NC(C=C)=O)N1[C@@H]([C@H](C1)CS(=O)(=O)C)C)C)OC N-(3-((2-((2S,4R,5S)-5-fluoro-4-methoxy-2-methylpiperidin-1-yl)pyrimidin-4-yl)amino)-5-isopropyl-8-((2R,3S)-2-methyl-3-((methylsulfonyl)methyl)azetidin-1-yl)isoquinolin-6-yl)acrylamide